(4aR,8aS)-6-[6-[[2-(trifluoromethyl)-[1,2,4]triazolo[1,5-a]pyrimidin-6-yl]methyl]-2-azaspiro[3.3]heptane-2-carbonyl]-4,4a,5,7,8,8a-hexahydropyrido[4,3-b][1,4]oxazin-3-one FC(C1=NN2C(N=CC(=C2)CC2CC3(CN(C3)C(=O)N3C[C@@H]4[C@@H](OCC(N4)=O)CC3)C2)=N1)(F)F